OC(CN1CCCC1)C=1SC(=C(N1)C(F)(F)F)C(=O)NC(C)C1=CC(=CC=C1)C(F)(F)F 2-[1-hydroxy-2-(1-pyrrolidinyl)ethyl]-4-(trifluoromethyl)-N-[1-[3-(trifluoromethyl)phenyl]ethyl]-5-thiazolecarboxamide